2-[4-[N-methyl-3-(trifluoromethyl)anilino]phenoxy]pyrido[3,4-d]pyrimidin-4-ol CN(C1=CC(=CC=C1)C(F)(F)F)C1=CC=C(OC=2N=C(C3=C(N2)C=NC=C3)O)C=C1